1-(2-bromo-6-fluorophenyl)-4-hydroxy-6-oxo-1,6-dihydropyridazine-3-carboxylic acid methyl ester COC(=O)C1=NN(C(C=C1O)=O)C1=C(C=CC=C1F)Br